Phosphoribose diphosphate OP(O)(=O)OP(=O)(O)O.P(=O)(O)(O)O[C@@H](C=O)[C@H](O)[C@H](O)CO